C(C)(C)(C)OC(=O)NC(CNC(=O)C1=CN=CC(=N1)C=1N(C2=CC=C(C=C2C1Cl)OC(F)(F)F)C(=O)OC(C)(C)C)(C)C tert-butyl 2-(6-((2-((tert-butoxycarbonyl)amino)-2-methylpropyl)carbamoyl)pyrazin-2-yl)-3-chloro-5-(trifluoromethoxy)-1H-indole-1-carboxylate